FC1=C(CN2C(N(C(C3=C2SC(=C3CN(C)C)C3=CC=C(C=C3)NC(=O)NOC)=O)C3=CC=C(N=N3)C(=O)NC)=O)C(=CC=C1)F 6-(1-(2,6-difluorobenzyl)-5-((dimethylamino)methyl)-6-(4-(3-methoxyureido)phenyl)-2,4-dioxo-1,4-dihydrothieno[2,3-d]pyrimidin-3(2H)-yl)-N-methylpyridazine-3-carboxamide